1-(2-pyridyl)hexahydro-1H-1,4-diazepine diethyl-{[4-(6-amino-9H-purin-9-yl)-3-hydroxybutoxy]methyl}phosphonate C(C)OP(OCC)(=O)COCCC(CN1C2=NC=NC(=C2N=C1)N)O.N1=C(C=CC=C1)N1CCNCCC1